(1S,3R)-3-(3,3-dimethylureido)-N-(4-(4-fluoro-1-isopropyl-1H-benzo[d]imidazol-6-yl)-5-methylpyridin-2-yl)cyclohexane-1-carboxamide CN(C(N[C@H]1C[C@H](CCC1)C(=O)NC1=NC=C(C(=C1)C=1C=C(C2=C(N(C=N2)C(C)C)C1)F)C)=O)C